(1S,2S)-N-(5-(7-(dimethylamino)-6-fluoro-5-(methylthio)-1H-indazol-4-yl)pyrazolo[1,5-a]pyridin-2-yl)-2-fluorocyclopropane-1-carboxamide CN(C=1C(=C(C(=C2C=NNC12)C1=CC=2N(C=C1)N=C(C2)NC(=O)[C@H]2[C@H](C2)F)SC)F)C